rel-(R)-1-(4'-cyclopropyl-6-((3-fluoro-4-(1-methyl-4-(trifluoromethyl)-1H-imidazol-2-yl)benzyl)oxy)-6'-methoxy-[2,5'-bipyrimidin]-4-yl)ethanol C1(CC1)C1=NC=NC(=C1C1=NC(=CC(=N1)[C@@H](C)O)OCC1=CC(=C(C=C1)C=1N(C=C(N1)C(F)(F)F)C)F)OC |o1:15|